5-(5-methyl-1,3,4-oxadiazol-2-yl)pyrimidine-2,4-diol CC1=NN=C(O1)C=1C(=NC(=NC1)O)O